tert-butyl (2-(quinolin-5-yl)ethyl)carbamate N1=CC=CC2=C(C=CC=C12)CCNC(OC(C)(C)C)=O